COC(C[C@@H]1CN(CC(C1)(F)F)C=1C(=NC(=NC1)C=1C=NN(C1CO)C)CC)=O (S)-2-(1-(4-ethyl-2-(5-(hydroxymethyl)-1-methyl-1H-pyrazol-4-yl)pyrimidin-5-yl)-5,5-difluoropiperidin-3-yl)acetic acid methyl ester